C(C)(C)(C)OOC(CCC(C)(C)C)=O t-butylperoxyneoHeptanoate